6-(3-isopropyl-2-oxo-imidazolidin-1-yl)-4-[3-(1-methyl-1,2,4-triazol-3-yl)-2-(trideuteriomethoxy)anilino]-N-(trideuteriomethyl)pyridazine-3-carboxamide C(C)(C)N1C(N(CC1)C1=CC(=C(N=N1)C(=O)NC([2H])([2H])[2H])NC1=C(C(=CC=C1)C1=NN(C=N1)C)OC([2H])([2H])[2H])=O